(E)-ethyl 3-(4-((E)-2-phenyl-1-(1-(tetrahydro-2H-pyran-2-yl)-1H-indazol-5-yl)but-1-en-1-yl)phenyl)acrylate C1(=CC=CC=C1)/C(=C(/C=1C=C2C=NN(C2=CC1)C1OCCCC1)\C1=CC=C(C=C1)/C=C/C(=O)OCC)/CC